C(C)(C)N1C2=NC(=NC(=C2N=C1)N[C@@H]1CN(C[C@H]1C)S(=O)(=O)C)N[C@@H](CO)C(C)C (R)-2-((9-isopropyl-6-(((3S,4R)-4-methyl-1-(methylsulfonyl)-pyrrolidin-3-yl)amino)-9H-purin-2-yl)amino)-3-methylbutan-1-ol